FC=1C=CC2=C(C(OC(=N2)CC2=CC(=C(C=C2)OC)OC)=O)C1 6-fluoro-2-[(3,4-dimethoxyphenyl)-methyl]-4H-3,1-benzoxazin-4-one